C(C)N(S(=O)(=O)NC=1C=CC2=C(C(=CO2)C2CC3CCCCN3CC2)C1)CC 5-(N,N-diethylaminosulfonyl)amino-3-(octahydro-2H-quinolizin-2-yl)-benzofuran